C(#N)C1=C(C=CC(=C1NC=1C(=C2C(N(C=NC2=CC1)C)=O)C)F)NS(=O)(=O)CCC N-(2-cyano-3-((3,5-dimethyl-4-oxo-3,4-dihydro-quinazolin-6-yl)amino)-4-fluorophenyl)propane-1-sulfonamide